OC1=C(C(=CC(=C1CNC(=O)N1CCCCC1)CCCCC)O)C1=CC(=CC=C1)C N-((2,6-dihydroxy-3'-methyl-4-pentyl-[1,1'-biphenyl]-3-yl)methyl)piperidine-1-carboxamide